FC(C1=NN=C(S1)C1=NC(=NC2=C(C=C(C=C12)S(=O)(=O)NC1(CC1)C)N1CCN(CC1)C(C(C)C)=O)CN(C)C)F 4-[5-(difluoromethyl)-1,3,4-thiadiazol-2-yl]-2-[(dimethylamino)methyl]-N-(1-methylcyclopropyl)-8-[4-(2-methylpropanoyl)piperazin-1-yl]quinazoline-6-sulfonamide